C=1(C(=CC=CC1)O)O phenyleneglycol